4-[3-(2-Formyl-5,6-dihydro-8H-imidazo[1,2-a]pyrazin-7-yl)-propyl]-benzoic Acid Ethyl Ester C(C)OC(C1=CC=C(C=C1)CCCN1CC=2N(CC1)C=C(N2)C=O)=O